BrC1=CC=2C(C=3C=CC=CC3C2C2=C1C=CC=C2)(C2=CC=CC=C2)C2=CC=CC=C2 5-bromo-7,7-diphenyl-7H-benzo[c]fluorene